methylenebis(N,N'-diglycidylaniline) C(C1=C(N(CC2CO2)CC2CO2)C=CC=C1)C1=C(N(CC2CO2)CC2CO2)C=CC=C1